tert-butyl (1-(5-formyl-3-methylpyridin-2-yl)piperidin-4-yl)carbamate C(=O)C=1C=C(C(=NC1)N1CCC(CC1)NC(OC(C)(C)C)=O)C